CC1=NNC(C1C(=O)N)=O 3-methyl-5-oxo-4,5-dihydro-1H-pyrazole-4-carboxamide